C1(CC1)S(=O)(=O)NC1=CC(=NC=C1)CNC(=O)C1=NC(=C(N=C1)N1C[C@H](CC1)CC)C N-[(4-cyclopropanesulfonamidopyridin-2-yl)methyl]-5-[(3S)-3-ethylpyrrolidin-1-yl]-6-methylpyrazine-2-carboxamide